ClC=1C=C2C(=NC1OC)C(=C(N2C)C=2NC(=NN2)[C@H](COC)N(C)C)N2C=NC=C2 (R)-1-(5-(6-chloro-3-(1H-imidazol-1-yl)-5-methoxy-1-methyl-1H-pyrrolo[3,2-b]-pyridin-2-yl)-4H-1,2,4-triazol-3-yl)-2-methoxy-N,N-dimeth-ylethan-1-amine